1H-indazole trifluoroacetate FC(C(=O)O)(F)F.N1N=CC2=CC=CC=C12